N-formyl-L-alanin C(=O)N[C@@H](C)C(=O)O